C1(CC1)C1=C(C(=NO1)C1=C(C=CC=C1)O)CO[C@H]1[C@@H]2CN([C@H](C1)C2)C=2SC1=C(N2)C(=CC(=C1)C(=O)O)F 2-((1S,4S,5R)-5-((5-cyclopropyl-3-(2-hydroxyphenyl)isoxazol-4-yl)methoxy)-2-azabicyclo[2.2.1]heptan-2-yl)-4-fluorobenzo[d]thiazole-6-carboxylic acid